C(C1=CC=CC=C1)OC(=O)N[C@@H](CC=C)C1=NC=CC(=C1)B(O)O (S)-2-(1-(benzyloxycarbonylamino)but-3-enyl)pyridin-4-ylboronic acid